FC1([C@@H]2[C@@H](N([C@H](C1)CC2)C(=O)C2(C1=CC=CC=C1C=1C=CC=CC21)O)C(=O)N[C@H](C[C@@H]2C(NCC2)=O)\C=C(\S(=O)(=O)C)/F)F (1S,3R,4S)-5,5-difluoro-N-((R,E)-4-fluoro-4-(methylsulfonyl)-1-((R)-2-oxopyrrolidin-3-yl)but-3-en-2-yl)-2-(9-hydroxy-9H-fluorene-9-carbonyl)-2-azabicyclo[2.2.2]octane-3-carboxamide